C[Si](C1=CC=C(C=C1)S(=O)C1=CC=CC=C1)(C)C 1-trimethylsilyl-4-(phenylsulfinyl)benzene